C1(CC1)NC(=S)NC=1C=NN2C1N=C(C=C2)N2[C@H](C[C@H](C2)F)C2=C(C=CC(=C2)F)F 1-cyclopropyl-3-(5-((2R,4R)-2-(2,5-difluorophenyl)-4-fluoropyrrolidin-1-yl)pyrazolo[1,5-a]pyrimidin-3-yl)thiourea